OC1(COC1)[C@@H]1C[C@H](NC1=O)COC1=NC=CC2=CC(=C(C=C12)OC(C)C)C(=O)N 1-{[(2S,4S)-4-(3-hydroxyoxetan-3-yl)-5-oxopyrrolidin-2-yl]methoxy}-7-(propan-2-yloxy)isoquinoline-6-carboxamide